FC1=C(CN2C(C3=C(C(=C2)C(=O)O)N=CN3C)=O)C=CC(=C1)C1=NN(C=C1)C 5-(2-Fluoro-4-(1-methyl-1H-pyrazol-3-yl)benzyl)-3-methyl-4-oxo-4,5-dihydro-3H-imidazo[4,5-c]pyridine-7-carboxylic acid